(2-(2-methyl-2H-pyrazolo[3,4-b]pyridin-5-yl)pyrido[3,4-b]pyrazin-7-yl)(1-piperidinyl)methanone CN1N=C2N=CC(=CC2=C1)C=1N=C2C(=NC1)C=NC(=C2)C(=O)N2CCCCC2